COC=1C=C(C=CC1OC)C1=CC=2C=NC(=CC2N1C)C1CCNCC1 (3,4-Dimethoxyphenyl)-1-methyl-6-(piperidin-4-yl)-1H-pyrrolo[3,2-c]pyridine